3-(4-(4-(hydroxymethyl)-6-(trifluoromethyl)pyridin-3-yl)phenyl)-N-(6-(trifluoromethyl)pyridin-3-yl)oxetane-3-carboxamide OCC1=C(C=NC(=C1)C(F)(F)F)C1=CC=C(C=C1)C1(COC1)C(=O)NC=1C=NC(=CC1)C(F)(F)F